(1R,5S)-3,8-diazabicyclo[3.2.1]octane-3-carboxylate [C@H]12CN(C[C@H](CC1)N2)C(=O)[O-]